C([C@@H]1[C@H]([C@@H]([C@H]([C@H](O1)O[C@]2([C@H]([C@@H]([C@H](O2)CO)O)O)CO)O)O)O)O d-sucrose